CC(CN1CCN(CC1)C1=NC=CN=C1NC=1C=NC(=CC1)C(F)(F)F)=C 2-methyl-1-(4-(3-((6-(trifluoromethyl)pyridin-3-yl)amino)pyrazin-2-yl)piperazin-1-yl)prop-2-en